ClC1=C(C(=C(C=C1)C1(CC1)C(=O)OC(C)(C)C)F)F tert-butyl 1-(4-chloro-2,3-difluorophenyl)cyclopropane-1-carboxylate